S1C(=CC=C1)C=1C=C(C=C(C1)C=1SC=CC1)[C@@H](C)NC(C1=C(C=CC(=C1)OCCN1CCOCC1)C)=O (R)-N-(1-(3,5-di(thiophen-2-yl)phenyl)ethyl)-2-methyl-5-(2-morpholino-ethoxy)benzamide